2,3,5,8,13-pentazatricyclo[8.4.0.02,6]tetradeca-1(10),3,5,8,11,13-hexaen-4-amine C1=2N3N=C(N=C3CN=CC2C=CN=C1)N